(6S,9R)-N-(5-chloro-2-fluoro-4-(((5-fluoropyridin-2-yl)oxy)methyl)phenyl)-3-oxo-3,5,6,7,8,9-hexahydro-2H-6,9-epiminocyclohepta[c]pyridazine-10-carboxamide ClC=1C(=CC(=C(C1)NC(=O)N1[C@@H]2CC=3C(=NNC(C3)=O)[C@H]1CC2)F)COC2=NC=C(C=C2)F